Cyclopentadienyl-(trimethylsilyl-cyclopentadienyl)-zirconium dichloride [Cl-].[Cl-].C1(C=CC=C1)[Zr+2]C1(C=CC=C1)[Si](C)(C)C